5-cyclopropyl-3-fluoropicolinaldehyde C1(CC1)C=1C=C(C(=NC1)C=O)F